The molecule is a glucotriose consisting of three alpha-D-glucopyranose residues joined in sequence by (1->6) and (1->2) glycosidic bonds. It derives from an alpha-D-Glcp-(1->2)-alpha-D-Glcp. C([C@@H]1[C@H]([C@@H]([C@H]([C@H](O1)O)O[C@@H]2[C@@H]([C@H]([C@@H]([C@H](O2)CO[C@@H]3[C@@H]([C@H]([C@@H]([C@H](O3)CO)O)O)O)O)O)O)O)O)O